(5-(4-(4-cyanophenyl)piperidine-1-carbonyl)-2,4-dimethylphenyl)-4,5,7,8-tetrahydroimidazo[4,5-d]Azepine-6(1H)-carboxylic acid tert-butyl ester C(C)(C)(C)OC(=O)N1CCC2=C(CC1)N=CN2C2=C(C=C(C(=C2)C(=O)N2CCC(CC2)C2=CC=C(C=C2)C#N)C)C